C(C)(C)(C)OC(=O)N1[C@@](C[C@@H](C1)NC1=C(C=C(C=C1O[Si](C)(C)C(C)(C)C)Cl)Br)(C)CO.C(C)=O Acetaldehyd (2R,4S)-tert-butyl-4-((2-bromo-6-((tert-butyldimethylsilyl)oxy)-4-chlorophenyl)amino)-2-(hydroxymethyl)-2-methylpyrrolidine-1-carboxylate